C(CCC(=O)OC[C@H]1O[C@H]([C@@H]([C@@H]1OC(C)=O)OC(C)=O)N1C(NC(C=C1)=O)=O)(=O)OC[C@H]1O[C@H]([C@@H]([C@@H]1OC(C)=O)OC(C)=O)N1C(NC(C=C1)=O)=O di(((2R,3R,4R,5R)-3,4-diacetoxy-5-(2,4-dioxo-3,4-dihydropyrimidin-1(2H)-yl) tetrahydrofurane-2-yl) methyl) succinate